C[C@]12[C@H](CC=3C(=NNC3C1)C=1NC3=C(N1)C=CC(=C3)C(=O)N3CCN(CC3)CC3CCN(CC3)C3=CC=C(C=C3)[C@@H]3C(NC(CC3)=O)=O)C2 |&1:40| (3RS)-3-(4-{4-[(4-{2-[(4aS,5aR)-5a-methyl-1H,4H,4aH,5H,6H-cyclopropa[f]indazol-3-yl]-3H-1,3-benzodiazole-5-carbonyl}piperazin-1-yl)methyl]piperidin-1-yl}phenyl)piperidine-2,6-dione